C(#N)[C@H]1N(CSC1)C(CNC(=O)C1=CC=NC2=CC=C(C=C12)N1CCC(CC1)(OC)CC)=O (R)-N-(2-(4-cyanothiazolidin-3-yl)-2-oxoethyl)-6-(4-ethyl-4-methoxy-Piperidin-1-yl)quinoline-4-carboxamide